ClC1=C(C=C(C=C1)Cl)CNC(=O)C1CN(C(C1)=O)C1=CC=CC=C1 N-[(2,5-dichlorophenyl)methyl]-5-oxo-1-phenylpyrrolidine-3-carboxamid